C([C@H](C(=O)O)N)SC[C@@H](C(=O)O)N The molecule is the meso-isomer of lanthionine. It is a key constituent of bacterial peptidoglycan type A51 and A3delta. It is a lanthionine, a L-cysteine derivative and a D-cysteine derivative.